C1(CCCCC1)CCCOC=1C=C(C=CC1)NC1=C(C=C(C(=O)NC2=CC=CC=C2)C=C1)C1CC1 4-{[3-(3-Cyclohexylpropoxy)phenyl]amino}-3-cyclopropyl-N-phenylbenzamide